1-(6-methylpyrazin-2-yl)pyrrole CC1=CN=CC(=N1)N1C=CC=C1